[N+](=O)([O-])C1=CC=C(C=C1)[C@@]1(O)[C@@H](O)[C@@H](O)[C@H](O)[C@H](O1)CO p-nitrophenyl-α-mannose